Cl.FC=1C=C(C=C(C1)C=1C=NN(C1)C)S(=O)(=O)N1C=C(C=C1C1=C(C=CC=C1)F)CNC 1-(1-((3-fluoro-5-(1-methyl-1H-pyrazol-4-yl)phenyl)sulfonyl)-5-(2-fluorophenyl)-1H-pyrrol-3-yl)-N-methyl-methylamine hydrochloride